C1=C(C=CC=2SC3=CC=CC=C3NC12)C(C)S(=O)(=O)N1CCC(CC1)C(=O)N 1-((1-(10H-phenothiazin-2-yl)ethyl)sulfonyl)piperidine-4-carboxamide